7-morpholino-5-[3-(m-tolyl)pyrazol-1-yl]-N-[(3S)-tetrahydrofuran-3-yl]pyrazolo[1,5-a]pyrimidine O1CCN(CC1)C1=CC(=NC=2N1N(CC2)[C@@H]2COCC2)N2N=C(C=C2)C=2C=C(C=CC2)C